CC=1C=C(C(C=O)=C(C1)[2H])[2H] 4-methyl-benzaldehyde-2,6-d2